(2R,5S)-N-(4-acetamido-2-chlorophenyl)-3-(4-cyano-3-(trifluoromethyl)phenyl)-2-(trifluoromethyl)oxazolidine-5-carboxamide C(C)(=O)NC1=CC(=C(C=C1)NC(=O)[C@@H]1CN([C@H](O1)C(F)(F)F)C1=CC(=C(C=C1)C#N)C(F)(F)F)Cl